Tert-butyl (S)-4-methyl-1,2,3-oxathiazolidine-3-carboxylate 2,2-dioxide C[C@@H]1N(S(OC1)(=O)=O)C(=O)OC(C)(C)C